8-((3-aminopropyl)(8-oxo-8-((3-pentyloxy)oxy)octyl)amino)octanoic acid 3-butylheptyl ester TFA salt OC(=O)C(F)(F)F.C(CCC)C(CCOC(CCCCCCCN(CCCCCCCC(OOC(CC)CC)=O)CCCN)=O)CCCC